C(C)(C)OC1=CC=2N(C=C1)N=CC2C2=NC(=CC=C2)C2CNCCC2 5-isopropoxy-3-(6-(piperidin-3-yl)pyridin-2-yl)pyrazolo[1,5-a]pyridine